Cl.N[C@@H](C(=O)OC)C1CCCCC1 methyl (2R)-2-amino-2-cyclohexyl-acetate hydrochloride